O=C1CC(NC2=C(N1C1=CC=C(C=C1)NS(=O)(=O)C1=CC=CC=C1)C=CC(=C2)C(F)(F)F)=O N-[4-[(2,4-dioxo-7-(trifluoromethyl)-2,3,4,5-tetrahydro-1H-benzo[b][1,4]diazepin-1-yl)]phenyl]benzenesulfonamide